isopropyl (3R)-1-[(4S)-2-[[2-methyl-3-(4,4,5,5-tetramethyl-1,3,2-dioxaborolan-2-yl)phenyl]carbamoyl]-4,5,6,7-tetrahydropyrazolo[1,5-a]pyridin-4-yl]pyrrolidine-3-carboxylate CC1=C(C=CC=C1B1OC(C(O1)(C)C)(C)C)NC(=O)C1=NN2C([C@H](CCC2)N2C[C@@H](CC2)C(=O)OC(C)C)=C1